C(C1=CC=CC=C1)[C@@](CC(C)C)(C)NC(=O)C=1C=NC2=C(C=CC=C2C1)F N-[(1S)-1-benzyl-1,3-dimethyl-butyl]-8-fluoroquinoline-3-carboxamide